(4-((3-chloro-4-fluorophenyl)amino)-3-cyano-7-ethoxyquinolin-6-yl)-4-(dimethylamino)butenamide ClC=1C=C(C=CC1F)NC1=C(C=NC2=CC(=C(C=C12)C(C(=O)N)=CCN(C)C)OCC)C#N